ethyl 2,2-difluoro-2-(4-methoxyphenyl)acetate FC(C(=O)OCC)(C1=CC=C(C=C1)OC)F